OC[C@H](C1=CC=CC=C1)NC1=CC(=NC=C1C1=NC(=NO1)C1=CC=NC=C1)NC=1C=C2C(NC(C2=CC1)=O)(C)C (S)-5-((4-((2-hydroxy-1-phenylethyl)amino)-5-(3-(pyridin-4-yl)-1,2,4-oxadiazol-5-yl)pyridin-2-yl)amino)-3,3-dimethylisoindolin-1-one